C(C)(C)(C)OC(=O)N1CC=2C=CC(=NC2CC1CCC(C)(C)C)SCC1=CC=CC=C1 2-(Benzylthio)-7-(3,3-dimethylbutyl)-7,8-dihydro-1,6-naphthyridine-6(5H)-carboxylic acid tert-butyl ester